caffeic acid Phenylethyl ester C1(=CC=CC=C1)CCOC(\C=C\C1=CC(O)=C(O)C=C1)=O